COC1=CC=C(C(=O)N2CCN(CC2)C(=O)C=2C=NC=CC2)C=C1 (4-(4-methoxybenzoyl)piperazin-1-yl)(pyridin-3-yl)methanone